C(CCCCCCCCCCCC)OOCC=1OC(=CC(C1)=O)COOCCCCCCCCCCCCC 2,6-bis(tridecyloxy)oxymethyl-4-pyrone